(2S,4r)-1-[(2S)-2-(4-cyclopropyl-triazol-1-yl)-3,3-dimethyl-butyryl]-N-[(4-cyclopropyl-1,2,4-triazol-3-yl)methyl]-4-hydroxy-pyrrolidine-2-carboxamide C1(CC1)C=1N=NN(C1)[C@H](C(=O)N1[C@@H](C[C@H](C1)O)C(=O)NCC1=NN=CN1C1CC1)C(C)(C)C